C(C)(C)(CC)C=1C=C(C=CC1)NC1=CC=CC=C1 N-(3-tert-pentylphenyl)aniline